2-methoxy-2-oxoethyl 2-hydroxyacetate OCC(=O)OCC(=O)OC